2-(8-ethyl-2-methylimidazo[1,2-a]pyridin-6-yl)-7-(1-ethylpiperidin-4-yl)-4H-pyrido[1,2-a]pyrimidin-4-one C(C)C=1C=2N(C=C(C1)C=1N=C3N(C(C1)=O)C=C(C=C3)C3CCN(CC3)CC)C=C(N2)C